4'-Amino-N-Methylacetanilide NC1=CC=C(N(C(C)=O)C)C=C1